3-[(3-amino-2-fluorophenyl)methyl]-6-chloro-2-oxo-3,4-dihydro-2H-1,3-benzoxazin-7-yl tert-butyl carbonate C(OC1=CC2=C(CN(C(O2)=O)CC2=C(C(=CC=C2)N)F)C=C1Cl)(OC(C)(C)C)=O